3-(1-([1,2,4]triazolo[4,3-b]pyridazin-6-yl)-3,5-dimethyl-1H-pyrazol-4-yl)-1-(4-(pyridin-2-yl)piperazin-1-yl)propan-1-one N=1N=CN2N=C(C=CC21)N2N=C(C(=C2C)CCC(=O)N2CCN(CC2)C2=NC=CC=C2)C